O1[C@H](COCC1)CO (S)-(1,4-Dioxane-2-yl)methanol